COC=1C=C2C(=CC(=NC2=CC1)C(F)(F)F)O 6-methoxy-2-(trifluoromethyl)quinolin-4-ol